C(#N)C1=NC=CC(=C1)C1=CC=C(N=N1)N1[C@H]2[C@@H](OCC1)CN(C2)C#N (4aR,7aS)-4-(6-(2-cyanopyridin-4-yl)pyridazin-3-yl)hexahydropyrrolo[3,4-b][1,4]Oxazine-6(2H)-carbonitrile